2-(4-((4-Ethoxy-3-(5-ethyl-6-formyl-4-oxo-7-propyl-3,4-dihydropyrrolo[2,1-f][1,2,4]triazin-2-yl)phenyl)sulfonyl)piperazin-1-yl)ethylnitrat C(C)OC1=C(C=C(C=C1)S(=O)(=O)N1CCN(CC1)CCO[N+](=O)[O-])C1=NN2C(C(N1)=O)=C(C(=C2CCC)C=O)CC